CC(C)(C)C1=CC(=C(C=C1NC(=O)C2=CNC3=CC=CC=C3C2=O)O)C(C)(C)C The molecule is an aromatic amide obtained by formal condensation of the carboxy group of 4-oxo-1,4-dihydroquinoline-3-carboxylic acid with the amino group of 5-amino-2,4-di-tert-butylphenol. Used for the treatment of cystic fibrosis. It has a role as a CFTR potentiator and an orphan drug. It is a quinolone, a member of phenols, an aromatic amide and a monocarboxylic acid amide.